4-hydroxymethyl-2-heptyl-1,3-dioxolan OCC1OC(OC1)CCCCCCC